1,1,1-tris-(hydroxymethyl)-propane tris-(3-mercaptopropionate) SCCC(=O)O.SCCC(=O)O.SCCC(=O)O.OCC(CC)(CO)CO